C1(CC1)CNC(C1=CC(=CC=C1)C=C)C1=C(C=CC=C1)C1(NNC(=C1)C(=O)N)C(F)(F)F 3-(((cyclopropylmethylamino)(3-vinylphenyl)methyl)phenyl)-3-(trifluoromethyl)-1H-pyrazole-5-carboxamide